(S)-3-methyl-5-(5-(pyrrol-2-yl)isochroman-7-yl)-1H-pyrrolo[2,3-b]pyridine CC1=CNC2=NC=C(C=C21)C2=CC(=C1CCOCC1=C2)C=2NC=CC2